CC1=C(C=2C(=C3C(=NC2N1)CCCCCC3)N)C 2,3-dimethyl-5,6,7,8,9,10-hexahydro-1H-cycloocta[b]pyrrolo[3,2-e]pyridin-4-amine